ClC1=CC(=C(OCC2=NC=CC(=C2)OC2CCN(CC2)CC2=NC3=C(N2CC2=CN=CN2C)C=C(C=C3)C(=O)O)C=C1)F 2-{[4-({2-[(4-chloro-2-fluorophenoxy)methyl]pyridin-4-yl}oxy)piperidin-1-yl]methyl}-1-[(1-methyl-1H-imidazol-5-yl)methyl]-1H-1,3-benzodiazole-6-carboxylic acid